N-(3-{2-[2-(3-Amino-propoxy)-ethoxy]-ethoxy}-propyl)-succinamic acid NCCCOCCOCCOCCCNC(CCC(=O)O)=O